OC1=C(C=C(C=C1)/C=C/C(=O)N1CCN(CC1)S(=O)(=O)C1=C(C=CC=C1)C(F)(F)F)OC (E)-3-(4-hydroxy-3-methoxyphenyl)-1-(4-((2-(trifluoromethyl)phenyl)sulfonyl)piperazin-1-yl)prop-2-en-1-one